6-[3-(5-chloro-2-methoxypyridine-3-sulfonamido)-2,6-difluorophenyl]imidazo[1,5-a]pyrazine-1-carboxamide ClC=1C=C(C(=NC1)OC)S(=O)(=O)NC=1C(=C(C(=CC1)F)C=1N=CC=2N(C1)C=NC2C(=O)N)F